(4S)-3,3-difluoro-1-methyl-4-(prop-2-ynyloxy)piperidine FC1(CN(CC[C@@H]1OCC#C)C)F